CC1=C2C=CN(C(C2=C(C=C1)[N+](=O)[O-])=O)CC(=O)NCC(F)(F)F 2-(5-methyl-8-nitro-1-oxo-2-isoquinolyl)-N-(2,2,2-trifluoroethyl)acetamide